6-(3-((Benzyloxy)methyl)-4-ethyl-5-oxo-4,5-dihydro-1H-1,2,4-triazol-1-yl)-8-((1,1,1-trifluoropropan-2-yl)oxy)-2,7-naphthyridin-1(2H)-one C(C1=CC=CC=C1)OCC1=NN(C(N1CC)=O)C=1C=C2C=CNC(C2=C(N1)OC(C(F)(F)F)C)=O